C[C@@]1(CNCCO1)CC(C)O 1-((S)-2-methylmorpholin-2-yl)propan-2-ol